OC=1C=C(C=CC1)NC(=O)C1C(=NN(C1=O)C1=CC=CC=C1)C N-(3-hydroxyphenyl)-3-methyl-5-oxo-1-phenyl-4H-pyrazole-4-carboxamide